1-[5-(furan-2-yl)-2-methyl-[1,2,4]triazolo[1,5-c]pyrimidin-7-yl]-3-methylurea O1C(=CC=C1)C1=NC(=CC=2N1N=C(N2)C)NC(=O)NC